1,1-bis(4-hydroxyphenyl)ethane tert-Butyl-5-hydroxy-3-methylindazole-1-carboxylate C(C)(C)(C)OC(=O)N1N=C(C2=CC(=CC=C12)O)C.OC1=CC=C(C=C1)C(C)C1=CC=C(C=C1)O